C(C)(=O)N(C1=CC=C(C=C1)N)C(C)=O N,N-di-acetyl-1,4-phenylenediamine